FC1=CC(=C(C=C1)N1C=C(C=2C1=CN=CC2)[C@H]2CC[C@H](CC2)N2CCCCC2)C(N(C)C(C)C)=O 1-(cis-4-(1-(4-Fluoro-2-(isopropyl(methyl)carbamoyl)phenyl)-1H-pyrrolo[2,3-c]pyridin-3-yl)cyclohexyl)piperidin